7-bromo-6-fluoro-4-hydroxy-4-(trifluoromethyl)-3,4-dihydroquinazolin-2(1H)-one BrC1=C(C=C2C(NC(NC2=C1)=O)(C(F)(F)F)O)F